4-fluoro-2-((2R,4S)-4-fluoro-1-(3-(6-((S)-2-hydroxypropyl)pyrimidin-4-yl)imidazo[1,2-b]pyridazin-6-yl)pyrrolidin-2-yl)phenol FC1=CC(=C(C=C1)O)[C@@H]1N(C[C@H](C1)F)C=1C=CC=2N(N1)C(=CN2)C2=NC=NC(=C2)C[C@H](C)O